C(=O)C1=CC=C(C=C1)C1=CC=C(C=C1)N1CC(=CC(=C1)C1=CC=C(C=C1)C1=CC=C(C=C1)C=O)C1=CC=C(C=C1)C1=CC=C(C=C1)C=O 1,3,5-tris(4'-formyl-[1,1'-biphenyl]-4-yl)-pyridine